(+/-)-[2-(4-{[3-(3,4-difluorophenyl)-1H-pyrrolo[2,3-b]pyridin-4-yl]oxy}-3,5-difluoroanilino)-5-fluoro-5,6-dihydro-4H-1,3-oxazin-5-yl]methanol FC=1C=C(C=CC1F)C1=CNC2=NC=CC(=C21)OC2=C(C=C(NC=1OC[C@](CN1)(F)CO)C=C2F)F |r|